4-{4-[(2,3-dihydro-1-benzofuran-5-yloxy)methyl]pyridin-2-yl}-2-methylbenzamide O1CCC2=C1C=CC(=C2)OCC2=CC(=NC=C2)C2=CC(=C(C(=O)N)C=C2)C